CC=1C=C(N)C=C(C1)C 3,5-dimethyl-aniline